C1(=CC=CC2=CC=CC(=C12)C(=O)O)C(=O)O 1,8-naphthalenedicarboxylic acid